C(C)OC(=C)C1=C(C(NN=C1)=O)C 5-(1-ethoxyethenyl)-4-methyl-2H-pyridazin-3-one